C1(=CC=CC=C1)N(C1=CC=C(C=C1)N(C1=CC=C(C2=CC=C(N(C3=CC=CC4=CC=CC=C34)C3=CC=C(C=C3)N(C3=CC=CC=C3)C3=CC=CC=C3)C=C2)C=C1)C1=CC=CC2=CC=CC=C12)C1=CC=CC=C1 bis[4-(diphenylamino)phenyl]-N,N'-bis(1-naphthyl)benzidine